tert-butyl 4-(4-((2-chloroacetamido)methyl)piperidine-1-carbonyl)-4-(phenylamino)piperidine-1-carboxylate ClCC(=O)NCC1CCN(CC1)C(=O)C1(CCN(CC1)C(=O)OC(C)(C)C)NC1=CC=CC=C1